2-deoxycytidine C1[C@@H](C(O[C@H]1N2C=CC(=NC2=O)N)CO)O